BrC1=CC=C(C=C1)C1=C(C=CC=C1)[N+](=O)[O-] 4'-bromo-2-nitrobiphenyl